C1(=CC=C(C=C1)S(=O)(=O)OCCCCCCCC(=O)O)C 8-(p-tolylsulfonyloxy)octanoic acid